2-[3-[2-[5-[(4,6-difluoro-1H-indol-5-yl)oxy]-2-fluoro-phenyl]-1-methyl-imidazol-4-yl]-3-methyl-2H-benzofuran-7-yl]acetic acid FC1=C2C=CNC2=CC(=C1OC=1C=CC(=C(C1)C=1N(C=C(N1)C1(COC2=C1C=CC=C2CC(=O)O)C)C)F)F